tetrahydroimidazo[1,5-a]pyrazine-1-aldehyde C1(NCN2C1=CN=CC2)C=O